ClC=1C=C(C=C2C(=C(C=NC12)C#N)NC=1C=NC(=C(C1)F)F)N[C@H](C=1N=NNC1)C1=C(N=CS1)C (R)-8-chloro-4-((5,6-difluoropyridin-3-yl)amino)-6-(((4-methylthiazol-5-yl)(1H-1,2,3-triazol-4-yL)methyl)amino)quinoline-3-carbonitrile